ClC1=CC2=C(C=N1)CN(C2=O)C=2C=NC=CC2 6-Chloro-2-(pyridin-3-yl)-2,3-dihydro-1H-pyrrolo[3,4-c]pyridin-1-one